C(#N)C1=C2C(=C(N=C1)C(=O)NC=1C=C3C(=NNC3=CC1)C1=COC=C1)SC=C2 4-cyano-N-(3-(furan-3-yl)-1H-indazol-5-yl)thieno[2,3-c]pyridine-7-carboxamide